ClC=1C=C(C(=NC1C=1C=NN(C1)C)OS(=O)(=O)C(F)(F)F)C1=C(C=C(C=C1)F)OCCOC [5-chloro-3-[4-fluoro-2-(2-methoxyethoxy)phenyl]-6-(1-methylpyrazol-4-yl)-2-pyridyl]trifluoromethanesulfonate